FC1(CCN(CC1)S(=O)(=O)C1=C(C=C(C=C1)C=C)C1=C(C=CC=C1)C)C(=O)OC methyl 4-fluoro-1-((2'-methyl-5-vinyl-[1,1'-biphenyl]-2-yl)sulfonyl)piperidine-4-carboxylate